C(C)(C)(C)OC(=O)N[C@H](C(C)C)C(=O)O (t-butoxycarbonyl)-D-valine